1-(3,5-dichlorophenyl)-5-methoxy-3-methyl-1H-benzo[g]indazole ClC=1C=C(C=C(C1)Cl)N1N=C(C2=CC(=C3C(=C12)C=CC=C3)OC)C